(3R,5S)-4-(2-acetoxyacetyl)-3-formyl-5-methylpiperazine-1-carboxylic acid tert-butyl ester C(C)(C)(C)OC(=O)N1C[C@@H](N([C@H](C1)C)C(COC(C)=O)=O)C=O